3-(2-(3,4-dimethoxyphenyl)-3-ethyl-1H-indol-5-yl)-5-(2-(piperidin-4-yl)ethyl)-1,2,4-oxadiazole COC=1C=C(C=CC1OC)C=1NC2=CC=C(C=C2C1CC)C1=NOC(=N1)CCC1CCNCC1